1-(2-oxabicyclo[2.2.1]hept-4-yl)-2-bromoethan-1-one C12OCC(CC1)(C2)C(CBr)=O